2-(2,2'-diethyl-4'-((8-(methylsulfonyl)-3,8-diazabicyclo[3.2.1]octan-3-yl)methyl)-[1,1'-biphenyl]-4-yl)-1,1,1,3,3,3-hexafluoropropan-2-ol C(C)C1=C(C=CC(=C1)C(C(F)(F)F)(C(F)(F)F)O)C1=C(C=C(C=C1)CN1CC2CCC(C1)N2S(=O)(=O)C)CC